ClC1=C(C=CC2=C1C(=N[C@H](C=1N2C(=C(N1)C(=O)NC[C@@H](C)O)C)C)C1=NC=CC=C1F)C(F)(F)F (4S)-7-chloro-6-(3-fluoro-2-pyridyl)-1,4-dimethyl-N-[(2R)-2-hydroxypropyl]-8-(trifluoromethyl)-4H-imidazo[1,2-a][1,4]benzodiazepine-2-carboxamide